BrC1=CC(=C(C=C1C)C1(C(NC(N1)=O)=O)C(C)C)OC 5-(4-bromo-2-methoxy-5-methylphenyl)-5-isopropylimidazolidine-2,4-dione